chlorothiazolin ClC=1SCCN1